C(C)(C)(C)OC(=O)N1CCC2(C([C@@H](OC2)C)O)CC1 (3S)-4-hydroxy-3-methyl-2-oxa-8-azaspiro[4.5]decane-8-carboxylic acid tert-butyl ester